COC(=O)C1=CC=2N(C(=C1)OC)C(=CN2)C2CC2 3-cyclopropyl-5-methoxyimidazo[1,2-a]Pyridine-7-carboxylic acid methyl ester